2-{2-[(tert-butoxycarbonyl)amino]ethoxy}thieno[3,2-b]pyridin-7-ylboronic acid C(C)(C)(C)OC(=O)NCCOC1=CC2=NC=CC(=C2S1)B(O)O